7-fluoro-2-methyl-5-{1H-thieno[2,3-c]pyrazol-5-yl}indazole FC1=CC(=CC2=CN(N=C12)C)C1=CC2=C(NN=C2)S1